C(#C)C=1C=C(C=CC1)C1=C(NC=2C1=NC=CC2)C2=C(C=NC=C2)OC[C@H]2N(CCC2)C(C=C)=O 1-{(2S)-2-[({4-[3-(3-ethynylphenyl)-1H-pyrrolo[3,2-b]pyridin-2-yl]pyridin-3-yl}oxy)methyl]pyrrolidin-1-yl}prop-2-en-1-one